3-(3-fluorophenyl)-3-methyl-6-(pyrimidin-4-ylamino)-2,3-dihydroimidazo[1,5-a]pyridine-1,5-dione FC=1C=C(C=CC1)C1(NC(C=2N1C(C(=CC2)NC2=NC=NC=C2)=O)=O)C